ClC1=CC=2N(C=C1)C=C(N2)C2=NNC(N2C=2C=CC(=C(C(=O)O)C2)OC)=S 5-(3-(7-Chloroimidazo[1,2-a]pyridin-2-yl)-5-thioxo-1,5-dihydro-4H-1,2,4-triazol-4-yl)-2-methoxybenzoic acid